1-(4-Chlorophenyl)-1-phenylethanol ClC1=CC=C(C=C1)C(C)(O)C1=CC=CC=C1